[N+](=O)([O-])C12CNCCNCC(CNCCNC1)(CNCCNC2)[N+](=O)[O-] 1,8-dinitro-3,6,10,13,16,19-hexaazabicyclo[6.6.6]icosane